trinitropropanol C(CO)C([N+](=O)[O-])([N+](=O)[O-])[N+](=O)[O-]